CNC1=NNC(=N1)C1=CC=CC=C1 3-methylamino-5-phenyl-1H-1,2,4-triazole